((R)-3-(3,5-difluorophenyl)isoxazolidin-2-yl)((3R,4S)-3-fluoro-1-(5-(methylsulfonyl)pyrimidin-2-yl)piperidin-4-yl)methanone FC=1C=C(C=C(C1)F)[C@@H]1N(OCC1)C(=O)[C@H]1[C@H](CN(CC1)C1=NC=C(C=N1)S(=O)(=O)C)F